ClC1=CC=C2C=CC(=NC2=C1)C=CC=1C=C(C=CC1)[C@@H](CCC1=C(C=CC=C1)C(C)(C)O)SCC1(CC1)CC(=O)OCCN(CC)CC diethylaminoethyl 2-[1-[[(1R)-1-[3-[2-(7-chloroquinolin-2-yl)ethenyl]phenyl]-3-[2-(2-hydroxypropan-2-yl)phenyl]propyl]sulfanylmethyl]cyclopropyl]acetate